4,4'-biphenyl sodium [Na].C1=CC=C(C=C1)C1=CC=CC=C1